CN(C1CC(C1)O)C=1N=CC2=C(N1)C(=NC=N2)NC2=CC(=C(C=C2)OC2=CC1=C(N(C=N1)C)C=C2)C 3-(methyl(8-((3-methyl-4-((1-methyl-1H-benzo[d]imidazol-5-yl)oxy)phenyl)amino)pyrimido[5,4-d]pyrimidin-2-yl)amino)cyclobutan-1-ol